[Ca+2].O=C(C(=O)[O-])CC(=O)[O-] alpha-ketosuccinic acid calcium salt